(3R)-12-[2-(methoxymethoxy)phenyl]-3-methyl-4,8,10,11-tetrazatricyclo[7.4.0.02,7]trideca-1(9),2(7),10,12-tetraene COCOC1=C(C=CC=C1)C=1N=NC=2NC=3CCN[C@@H](C3C2C1)C